ClC1=C(C[C@@H]2N(OCC2)C2=CC(=NC=N2)NC=2C(=CC(=C(C2)NC(C=C)=O)N2CCC(CC2)N2C[C@H](OCC2)C)OC)C=CC=C1Cl N-(5-((6-((S)-3-(2,3-dichlorobenzyl)isoxazolidine-2-yl)pyrimidine-4-yl)amino)-4-methoxy-2-(4-((R)-2-methylmorpholino)piperidine-1-yl)phenyl)acrylamide